CC1=CC(=NN1C1=CC=C(C=C1)CN)C(F)(F)F 1-[4-[5-methyl-3-(trifluoromethyl)pyrazol-1-yl]phenyl]methylamine